C1(CC1)N1N=CC2=CC=C(C=C12)C(=O)O 1-cyclopropylindazole-6-carboxylic acid